N,N-diethyl-p-phenylenediamine sulfate salt S(=O)(=O)(O)O.C(C)N(C1=CC=C(C=C1)N)CC